tert-Butyl 8-hydroxy-1,3,4,9-tetrahydro-2H-pyrido[3,4-b]indole-2-carboxylate OC=1C=CC=C2C3=C(NC12)CN(CC3)C(=O)OC(C)(C)C